C(C)N1C(CNC=2C1=NC(=CN2)C2=C1C=NNC1=CC=C2)=O 1-ethyl-7-(1H-indazol-4-yl)-3,4-dihydropyrazino[2,3-b]pyrazin-2(1H)-one